(4-amino-3-(methylsulfonyl)phenyl)dimethylphosphine oxide NC1=C(C=C(C=C1)P(C)(C)=O)S(=O)(=O)C